ClCC=1C=CC=2C3=C(C(NC2C1)=O)N=C(S3)C 7-(chloromethyl)-2-methylthiazolo[4,5-c]quinolin-4(5H)-one